3-(2,2,2-trifluoroethylcarbamoyl)pyrrole FC(CNC(=O)C1=CNC=C1)(F)F